2-{3-[(3R)-3-({[2-chloro-3-(trifluoromethyl)phenyl]methyl}(2,2-diphenylethyl)amino)butoxy]phenyl}acetic acid ClC1=C(C=CC=C1C(F)(F)F)CN([C@@H](CCOC=1C=C(C=CC1)CC(=O)O)C)CC(C1=CC=CC=C1)C1=CC=CC=C1